4-(2-(5-fluoropyridin-2-yl)-5,5-dimethyl-4,5,6,7-tetrahydropyrazolo[1,5-a]pyridin-3-yl)-1H-pyrazolo[3,4-b]pyridine FC=1C=CC(=NC1)C1=NN2C(CC(CC2)(C)C)=C1C1=C2C(=NC=C1)NN=C2